C(C)(C)(C)OC(=O)N[C@@H](CC(=O)OCC)C=1C=C(C=C(C1F)C)C1=C(C=C(C=C1OCCCC=C)C)C Ethyl (S)-3-((tert-butoxycarbonyl)amino)-3-(4-fluoro-2',4',5-trimethyl-6'-(pent-4-en-1-yloxy)-[1,1'-biphenyl]-3-yl)propanoate